(3-(2-(2-aminopyridin-3-yl)-3-(4-(((2-methoxy-3,4-dioxocyclobut-1-en-1-yl)amino)methyl)phenyl)-3H-imidazo[4,5-b]pyridin-5-yl)phenyl)acetamide NC1=NC=CC=C1C1=NC=2C(=NC(=CC2)C=2C=C(C=CC2)CC(=O)N)N1C1=CC=C(C=C1)CNC1=C(C(C1=O)=O)OC